3,4-dichloro-l-1-(1-(tetrahydro-2H-pyran-2-yl)-1H-pyrazol-4-yl)-7,8,9,10-tetrahydro-6H-azepino[1,2-a]indol-7-ol ClC1=CC(=C2C=C3N(C2=C1Cl)CC(CCC3)O)C=3C=NN(C3)C3OCCCC3